N[C@H](C)C1=CC=C(N)C=C1 (R)-4-(1-aminoethyl)aniline